ClC=1C=CC(=C(C1)C=1N=NN(C1)CC=1C=C2CN(C(C2=CC1)=O)C1C(NC(CC1)=O)=O)F 3-(5-((4-(5-chloro-2-fluorophenyl)-1H-1,2,3-triazol-1-yl)methyl)-1-oxoisoindolin-2-yl)piperidine-2,6-dione